1-(6-chlorohexyloxy)-4-iodo-benzene ClCCCCCCOC1=CC=C(C=C1)I